propyl hydroxysulfonate OS(=O)(=O)OCCC